(9,9-dimethyl-7-(3-(4,4,5,5-tetramethyl-1,3,2-dioxaborolan-2-yl)pyridin-2-yl)-9H-fluoren-2-yl)dimethylphosphine oxide CC1(C2=CC(=CC=C2C=2C=CC(=CC12)P(C)(C)=O)C1=NC=CC=C1B1OC(C(O1)(C)C)(C)C)C